(7S)-7-((1H-pyrazolo[3,4-b]pyridin-1-yl)methyl)-7-methyl-1-oxa-3-azaspiro[4.5]decan-2-one N1(N=CC=2C1=NC=CC2)C[C@@]2(CC1(CNC(O1)=O)CCC2)C